picolyl azide N1=C(C=CC=C1)CN=[N+]=[N-]